ClC1=CC=C(OC2=NC=C(C(=O)NC(C(=O)O)\C=C\C(C)(C)C)C=C2)C=C1 (E)-2-[6-(p-chlorophenoxy)nicotinoylamino]-5,5-dimethyl-3-hexenoic acid